FC1=CC=C(C=C1)C1=C(C=C2C(=NC(NC2=C1I)=O)O)C(F)(F)F 7-(4-fluorophenyl)-4-hydroxy-8-iodo-6-(trifluoromethyl)quinazolin-2(1H)-one